(2S)-1-allylpyrrolidine-2-carboxylic acid HCl salt Cl.C(C=C)N1[C@@H](CCC1)C(=O)O